3-[6-(3,5-dimethylisoxazol-4-yl)-1-(1-phenylethyl)pyrrolo[3,2-b]pyridin-3-yl]prop-2-yn-1-ol CC1=NOC(=C1C=1C=C2C(=NC1)C(=CN2C(C)C2=CC=CC=C2)C#CCO)C